C/C(/C(C(=O)O)C(=O)O)=C/C (Z)-2-methyl-but-2-endicarboxylic acid